C(CCCCCCCC)(=O)OC(CSCCCCCCC)CCCCC(CCCCC(CSCCCCCCC)OC(CCCCCCCC)=O)N(C)CCCCO[Si](C1=CC=CC=C1)(C1=CC=CC=C1)C(C)(C)C 7-((4-((tert-Butyldiphenylsilyl)oxy)butyl)(methyl)amino)-1,13-bis(heptylthio)tridecane-2,12-diyl dinonanoate